5-(5-(cyclobutylethynyl)-3,4-dihydro-1,7-naphthyridin-1(2H)-yl)-6,7-difluoro-[1,2,4]triazolo[4,3-a]quinazoline C1(CCC1)C#CC1=C2CCCN(C2=CN=C1)C1=NC=2N(C3=CC=C(C(=C13)F)F)C=NN2